C(C)SC=1C=C(C=C(C1[N+](=O)[O-])CF)N1CC2=CC=C(C=C2CC1)F 2-(3-(Ethylsulfanyl)-5-(fluoromethyl)-4-nitrophenyl)-6-fluoro-1,2,3,4-tetrahydroisoquinoline